2-hydroxy-3-naphthoate OC1=CC2=CC=CC=C2C=C1C(=O)[O-]